N-(1-(3,6-dicyano-1-methyl-2-oxo-1,2-dihydro-1,5-naphthyridin-4-yl)-3-methylpiperidin-4-yl)-N-methyl-4-(trifluoromethyl)benzamide C(#N)C=1C(N(C2=CC=C(N=C2C1N1CC(C(CC1)N(C(C1=CC=C(C=C1)C(F)(F)F)=O)C)C)C#N)C)=O